C(C)OC(C(F)(F)C1=NC=C(N=C1)Cl)=O 2-(5-Chloropyrazin-2-yl)-2,2-Difluoroacetic acid Ethyl ester